3-((4-methoxyphenyl)sulfonyl)-4-(1H-1,2,4-triazol-1-yl)-6-(trifluoromethoxy)quinoline COC1=CC=C(C=C1)S(=O)(=O)C=1C=NC2=CC=C(C=C2C1N1N=CN=C1)OC(F)(F)F